ClC1=CC=C2C=CNC2=C1C1=NC=C(C=C1)C 6-chloro-7-(5-methylpyridin-2-yl)-1H-indole